5-methoxy-2,2-dimethyl-N-(1-(2-morpholinoethyl)-1H-indazol-3-yl)-2H-chromen-6-carboxamide COC1=C2C=CC(OC2=CC=C1C(=O)NC1=NN(C2=CC=CC=C12)CCN1CCOCC1)(C)C